Ethyl 2-(2,3-dihexylcyclopropyl)-2-oxoacetate C(CCCCC)C1C(C1CCCCCC)C(C(=O)OCC)=O